O.C(CC)(=O)[Na] propionyl-sodium monohydrate